methyl 2-[4-[1-(2,6-dibenzyloxy-3-pyridyl)-3-methyl-2-oxo-benzimidazol-5-yl]-3,3-difluoro-2,6-dihydropyridin-1-yl]acetate C(C1=CC=CC=C1)OC1=NC(=CC=C1N1C(N(C2=C1C=CC(=C2)C=2C(CN(CC2)CC(=O)OC)(F)F)C)=O)OCC2=CC=CC=C2